OCC(C)C 1-hydroxy-2-methylpropan